The molecule is a delta-lactone obtained by intramolecular condensation of the 5-hydroxy and carboxy groups of 5-hydroxyicosanoic acid. A nonenzymatic oxidation product of arachidonic acid. CCCCCCCCCCCCCCCC1CCCC(=O)O1